N-(2-((R)-4-Cyanothiazolidin-3-yl)-2-oxoethyl)-6-((RS)-1,2-dimethoxyethyl)quinoline-4-carboxamide C(#N)[C@H]1N(CSC1)C(CNC(=O)C1=CC=NC2=CC=C(C=C12)[C@H](COC)OC)=O |&1:22|